NC=1SC2=C(N1)C(=CC=C2F)C2=C(C=C1C(=NC(=NC1=C2F)OC[C@]21CCCN1C[C@@H](C2)F)N2C[C@H](CCC2)C#N)C(F)(F)F (3S)-1-(7-(2-amino-7-fluorobenzo[d]thiazol-4-yl)-8-fluoro-2-(((2R,7aS)-2-fluorotetrahydro-1H-pyrrolizin-7a(5H)-yl)methoxy)-6-(trifluoromethyl)quinazolin-4-yl)piperidine-3-carbonitrile